(2R,3S)-2-(3-(5,6-dibromo-1H-benzo[d]imidazol-1-yl)propyl)piperidin-3-ol dihydrochloride Cl.Cl.BrC1=CC2=C(N(C=N2)CCC[C@H]2NCCC[C@@H]2O)C=C1Br